C(CCC)C=1C(=NC(=NC1)S(=O)(=O)C)Cl 5-butyl-4-chloro-2-methyl-sulfonyl-pyrimidine